1-[6-[((17β)-3-Methoxyestra-1,3,5[10]-trien-17-yl)amino]hexyl]-1H-pyrrole-2,5-dione COC1=CC=2CC[C@H]3[C@@H]4CC[C@@H]([C@@]4(C)CC[C@@H]3C2C=C1)NCCCCCCN1C(C=CC1=O)=O